FC1=C(C=CC=C1)CC(C(=O)O)O 3-(2-fluorophenyl)-2-hydroxypropanoic acid